OC(=O)C(F)(F)F.CNC(=O)C1=NC=C(C=C1)O[C@H]1[C@H](NC1)C N-methyl-5-{[(2R,3R)-2-methylazetidin-3-yl]oxy}pyridine-2-carboxamide TFA salt